3,3-bis(octyloxy)propanoic acid C(CCCCCCC)OC(CC(=O)O)OCCCCCCCC